P(=O)(O)(O)OC[C@@H]1[C@H]([C@@H]([C@H](C(=O)O1)O)O)O D-glucono-1,5-lactone 6-phosphate